3-(1-methylbenzoimidazol-2-yl)-7-(diethylamino)-coumarin CN1C(=NC2=C1C=CC=C2)C=2C(OC1=CC(=CC=C1C2)N(CC)CC)=O